C(N)(=O)C=1C=C2C(=CN(C2=CC1)CC1=CC=C(C=C1)B(O)O)C 4-((5-carbamoyl-3-methylindol-1-yl)methyl)phenylboronic acid